O1C(=CC2=CC=CC=C12)C(=O)N coumarone-2-Carboxamide